hexadienyl-tartaric acid C(=CC=CCC)C(C(=O)O)(O)C(O)C(=O)O